9-(4-((1-(3-Fluoropropyl)azetidin-3-yliden)methyl)phenyl)-8-(2-(trifluoromethyl)phenyl)-6,7-dihydro-5H-benzo[7]annulen FCCCN1CC(C1)=CC1=CC=C(C=C1)C1=C(CCCC2=C1C=CC=C2)C2=C(C=CC=C2)C(F)(F)F